C(C)(C)(C)OC(=O)N1CC(C(C1)=O)N1CC2=CC=CC=C2CC1 3-(3,4-Dihydroisoquinolin-2(1H)-yl)-4-oxopyrrolidine-1-carboxylic acid tert-butyl ester